(S)-N-(1-(7-(5-((3,3-Difluoropyrrolidin-1-yl)methyl)thiophen-2-yl)quinolin-5-yl)cyclopropyl)-2-methyl-5-((1-methylazetidin-2-yl)methoxy)benzamide FC1(CN(CC1)CC1=CC=C(S1)C1=CC(=C2C=CC=NC2=C1)C1(CC1)NC(C1=C(C=CC(=C1)OC[C@H]1N(CC1)C)C)=O)F